C1(CC1)S(=O)(=O)N1N=CC(=C1)C1=NC=CC(=N1)NC1=NC=C(C(=C1)NC1CCC(CC1)F)C1=NN(C(=C1)C(F)(F)F)C N2-(2-(1-(Cyclopropylsulfonyl)-1H-pyrazol-4-yl)pyrimidin-4-yl)-N4-((1s,4s)-4-fluorocyclohexyl)-5-(1-methyl-5-(trifluoromethyl)-1H-pyrazol-3-yl)pyridine-2,4-diamine